2-[METHYL(PENTAN-3-YL)AMINO]ACETALDEHYDE CN(CC=O)C(CC)CC